The molecule is a trisaccharide that is beta-D-galactopyranose in which the hydroxy groups at positions 2 and 3 have each been converted into the corresponding beta-D-glucopyranoside. It is a trisaccharide and a beta-D-glucoside. It derives from a beta-D-galactose. C([C@@H]1[C@@H]([C@@H]([C@H]([C@@H](O1)O)O[C@H]2[C@@H]([C@H]([C@@H]([C@H](O2)CO)O)O)O)O[C@H]3[C@@H]([C@H]([C@@H]([C@H](O3)CO)O)O)O)O)O